(S)-[2-((3R,4S)-3,4-Difluoro-pyrrolidin-1-yl)-pyridin-4-yl]-(4-isopropyl-phenyl)-(3-methyl-azetidin-3-yl)-methanol, hydrochloride salt Cl.F[C@@H]1CN(C[C@@H]1F)C1=NC=CC(=C1)[C@](O)(C1(CNC1)C)C1=CC=C(C=C1)C(C)C